[4-(4-bromophenoxy)-2-[[tertbutyl(dimethyl)silyl]oxymethyl]butoxy]-tert-butyl-dimethyl-silane BrC1=CC=C(OCCC(CO[Si](C)(C)C(C)(C)C)CO[Si](C)(C)C(C)(C)C)C=C1